7-fluoro-1,5-dihydrobenzo[e][1,4]oxazepin-2(3H)-one FC1=CC2=C(NC(COC2)=O)C=C1